tetramethylbenzenesulfinic acid CC=1C(=C(C(=C(C1)S(=O)O)C)C)C